CC1(OB(OC1(C)C)C1=CC=C(OCC2CCN(CC2)C(C)=O)C=C1)C 1-(4-((4-(4,4,5,5-tetramethyl-1,3,2-dioxaborolan-2-yl)phenoxy)methyl)piperidin-1-yl)ethan-1-one